BrC=1C=C(C=CC1OC)NC(=O)C1CC1 N-(3-bromo-4-methoxy-phenyl)cyclopropanecarboxamide